BrC=1C(=C2C=CC=NC2=CC1)F 6-bromo-5-fluoroquinolin